6-(((6-cyclopropyl-8-fluoroimidazo[1,2-a]pyridin-2-yl)methyl)amino)-3-((1S,2S)-2-(4-methylpyrimidin-2-yl)cyclopropyl)-4H-benzo[e][1,2,4]thiadiazine 1,1-dioxide C1(CC1)C=1C=C(C=2N(C1)C=C(N2)CNC=2C=CC1=C(NC(=NS1(=O)=O)[C@@H]1[C@H](C1)C1=NC=CC(=N1)C)C2)F